[Se](=O)(=O)([O-])[O-].[Ca+2] calcium selenate salt